(S)-3-((3-(2-(2-aminopropanamido)ethyl)phenyl)amino)-6-ethyl-5-(isopropylamino)pyrazine-2-carboxamide N[C@H](C(=O)NCCC=1C=C(C=CC1)NC=1C(=NC(=C(N1)NC(C)C)CC)C(=O)N)C